3-{4-[(6-Bromo-2-{4-[4-(2-methoxyethyl)piperazin-1-yl]phenyl}-3H-imidazo[4,5-b]pyridin-7-yl)amino]piperidin-1-yl}propanenitrile BrC=1C(=C2C(=NC1)NC(=N2)C2=CC=C(C=C2)N2CCN(CC2)CCOC)NC2CCN(CC2)CCC#N